rac-N-({4-amino-2-methyl-2H,3H-furo[3,2-c]quinolin-7-yl}methyl)-N-(2-methanesulfonylpyridin-3-yl)-6-(trifluoromethyl)pyridine-3-carboxamide NC1=NC=2C=C(C=CC2C2=C1C[C@H](O2)C)CN(C(=O)C=2C=NC(=CC2)C(F)(F)F)C=2C(=NC=CC2)S(=O)(=O)C |r|